4-bromo-2-(2-((tert-butyldimethylsilyl)oxy)-1-fluoroprop-2-yl)pyridine BrC1=CC(=NC=C1)C(CF)(C)O[Si](C)(C)C(C)(C)C